(S)-8-(2-amino-6-((R)-1-(5-chloro-4'-(methylsulfonyl)-[1,1'-biphenyl]-2-yl)-2,2,2-trifluoroethoxy)pyrimidin-4-yl)-2,8-diazaspiro[4.5]decane-3-carboxylic acid NC1=NC(=CC(=N1)N1CCC2(C[C@H](NC2)C(=O)O)CC1)O[C@@H](C(F)(F)F)C1=C(C=C(C=C1)Cl)C1=CC=C(C=C1)S(=O)(=O)C